racemic-4,4,5,5-tetramethyl-2-((1S,2S)-2-[4-(trifluoromethyl)phenyl]cyclopropyl)-1,3,2-dioxaborolane CC1(OB(OC1(C)C)[C@@H]1[C@H](C1)C1=CC=C(C=C1)C(F)(F)F)C |r|